COC=1C=C(C=C(C1)OC)CCNCC1=C(OC=C1)C1=C2C(=NC=NC2=CC=C1)N 5-(((2-(3,5-dimethoxyphenyl)ethylamino)methyl)-2-furyl)-4-quinazolinamine